hydroxymethylphosphinate OCP([O-])=O